2-(5-(cyclopropylmethyl)-3-(4-fluoro-3-(5-methylthiophen-2-yl)phenyl)-4-(3-fluoro-4-sulfamoylbenzyl)-1H-pyrazol-1-yl)thiazole-4-carboxylic acid C1(CC1)CC1=C(C(=NN1C=1SC=C(N1)C(=O)O)C1=CC(=C(C=C1)F)C=1SC(=CC1)C)CC1=CC(=C(C=C1)S(N)(=O)=O)F